(4-ethylbenzylamino)phosphanediamine C(C)C1=CC=C(CNP(N)N)C=C1